2-ethyl-2-ethoxydecanal C(C)C(C=O)(CCCCCCCC)OCC